(-)-cis-6-phenyl-5-[4-(2-pyrrolidin-1-yl-ethoxy)-phenyl]-5,6,7,8-tetrahydro-naphthalen-2-ol C1(=CC=CC=C1)[C@@H]1[C@@H](C=2C=CC(=CC2CC1)O)C1=CC=C(C=C1)OCCN1CCCC1